FC1=C(SC=C1C=1CCNCC1)C(=O)O 3-fluoro-4-(1,2,3,6-tetrahydro-pyridin-4-yl)-thiophene-2-carboxylic acid